N-(2-chloro-3-(4,4,5,5-tetramethyl-1,3,2-dioxaborolan-2-yl)phenyl)-5-(di-methoxymethyl)picolinamide ClC1=C(C=CC=C1B1OC(C(O1)(C)C)(C)C)NC(C1=NC=C(C=C1)C(OC)OC)=O